N-[(1S)-1-(4,4-difluorocyclohexyl)-2-[[3-fluoro-1-[1-[4-(2,2,2-trifluoro-ethyl)isoxazol-3-yl]propyl]pyrazol-4-yl]amino]-2-oxo-ethyl]-4-ethyl-1,2,5-oxadiazole-3-carboxamide FC1(CCC(CC1)[C@@H](C(=O)NC=1C(=NN(C1)C(CC)C1=NOC=C1CC(F)(F)F)F)NC(=O)C1=NON=C1CC)F